ClC12CC(C1)(C2)NC(C2=C(C=CC(=C2)C(F)(F)F)NS(=O)(=O)C2COC2)=O N-(3-chlorobicyclo[1.1.1]pentan-1-yl)-2-(oxetan-3-sulfonylamino)-5-(trifluoromethyl)benzamide